C1(=CC=CC=C1)C1NC2=CC=C(C=C2CC1)NC(C)=O N-(2-phenyl-1,2,3,4-tetrahydroquinoline-6-yl)acetamide